N(=O)[O-].[Fe+2].N(=O)[O-] Ferrous nitrite